ClC1=C(C=C(C=C1)[C@]1(O)[C@H](O)[C@@H](O)[C@H](O)[C@H](O1)CO)CC1=CC=C(C=C1)O 1-chloro-4-(beta-D-glucopyranose-1-yl)-2-(4-hydroxy-benzyl)-benzene